C(C1=CC=CC=C1)(S(=O)(=O)[O-])S(=O)(=O)[O-].[Na+].[Na+].C(C)O[Si](OC(C)(C)C)(OC(C)C)OC(C)C monoethoxydiisopropyloxytert-butoxysilane disodium toluenedisulfonate